N1C=NC2=C1C=CC(=C2)NC(C#N)C2=C(C(=C(C=C2)C2=CSC=C2)F)F (1H-benzimidazol-5-ylamino)[2,3-difluoro-4-(thiophen-3-yl)phenyl]acetonitrile